COC(CN1CCC(CC1)CC1=CC=2N(C=C1)N=CC2N2C(NC(CC2)=O)=O)(C)C 1-(5-((1-(2-methoxy-2-methylpropyl)piperidin-4-yl)methyl)pyrazolo[1,5-a]pyridin-3-yl)dihydropyrimidine-2,4(1H,3H)-dione